CN1CC(C1)(C)[C@@](C=1C=C(C=NC1)CCC(C)(C)N1C(CCC1)=O)(C1=CC=C(C=C1)C(C)C)O 1-(3-{5-[(R)-(1,3-dimethyl-azetidin-3-yl)-hydroxy-(4-isopropyl-phenyl)-methyl]-pyridin-3-yl}-1,1-dimethyl-propyl)-pyrrolidin-2-one